C(#N)C1=CC=2N(N=C1)C(=CC2)C(=O)NC2=CC1=CN(N=C1C=C2C(C)(C)OC)C2CCC(CC2)N2CCN(CC2)C(=O)OC(C)(C)C tert-butyl 4-((1r,4r)-4-(5-(3-cyanopyrrolo[1,2-b]pyridazine-7-carboxamido)-6-(2-methoxypropan-2-yl)-2H-indazol-2-yl)cyclohexyl)piperazine-1-carboxylate